FC1=CC=C(CC2=C(C=C(C=C2)C)N2C(SCC2=O)=N)C=C1 3-(2-(4-fluorobenzyl)-5-methylphenyl)-2-iminothiazolidin-4-one